(3'S)-1'-[2-(3-chlorophenyl)-2-methyl-1H,2H,3H-pyrrolo[2,3-b]pyridine-5-carbonyl]-[1,3'-bipyrrolidin]-2-one ClC=1C=C(C=CC1)C1(CC=2C(=NC=C(C2)C(=O)N2C[C@H](CC2)N2C(CCC2)=O)N1)C